(S)-N-(1-(2,6-Difluorophenyl)ethyl)-2-(1,3-dimethyl-4-oxo-1,4-dihydro-5H-pyrazolo[3,4-d]-pyridazin-5-yl)acetamid FC1=C(C(=CC=C1)F)[C@H](C)NC(CN1N=CC2=C(C1=O)C(=NN2C)C)=O